OCC1CCN(CC1)C(=O)OCCCC butyl 4-(hydroxymethyl)piperidine-1-carboxylate